ClC=1C=CC(=C(C1)C1=CC(=CC=C1)OC1=CC=CC=C1)S(=O)(=O)N1CCC(CC1)(C(=O)N[C@@H](C)\C=C/S(=O)(=O)C)F (S,Z)-1-((5-chloro-3'-phenoxy-[1,1'-biphenyl]-2-yl)sulfonyl)-4-fluoro-N-(4-(methylsulfonyl)but-3-en-2-yl)piperidine-4-carboxamide